3-(5-(diethylamino)-2-isopropylphenyl)-2-iminothiazolidin-4-one C(C)N(C=1C=CC(=C(C1)N1C(SCC1=O)=N)C(C)C)CC